C1(CC1)C1=C(C=CC=C1)[C@@H]1N(CCC1)C1CC2(C1)CCN(CC2)C2=CC=C(C(=O)N)C=C2 4-(2-((R)-2-(2-cyclopropylphenyl)pyrrolidin-1-yl)-7-azaspiro[3.5]nonan-7-yl)benzamide